tert-butyl ((5-chloro-6-nitro-1H-indol-2-yl)methyl)carbamate ClC=1C=C2C=C(NC2=CC1[N+](=O)[O-])CNC(OC(C)(C)C)=O